(S)-N-(2-hydroxy-3-phenylpropyl)-N-methyl-5-((2-methylthiazol-5-yl)ethynyl)nicotinamide O[C@H](CN(C(C1=CN=CC(=C1)C#CC1=CN=C(S1)C)=O)C)CC1=CC=CC=C1